2-ethylamino-4-methoxy-6-methyl-1,3,5-triazine C(C)NC1=NC(=NC(=N1)OC)C